NC=1C=C(C=NC1)OC1=C(C=CC=C1)C1=C(C=CC=C1)OC=1C=NC=C(C1)N 2,2'-bis(5-amino-3-pyridyloxy)biphenyl